FC(C1=CC=C(C=C1)CC(=O)NC[C@H]([C@@H](O)[C@H]1[C@@H]([C@H](C[C@](O1)(C(=O)OC)SC1=CC=C(C=C1)C)O)NC(CO)=O)O)F methyl (2R,4S,5R,6R)-6-((1R,2R)-3-(2-(4-(difluoro methyl)phenyl) acetamido)-1,2-dihydroxypropyl)-4-hydroxy-5-(2-hydroxyacetamido)-2-(p-tolylthio)tetrahydro-2H-pyran-2-carboxylate